(2S,4R)-N-[(S)-[5-(3,3-difluorocyclobutyl)-6-fluoropyridin-2-yl](phenyl)methyl]-1-[2-(1-ethyl-2-oxo-1,2-dihydropyridin-3-yl)acetyl]-4-fluoropyrrolidine-2-carboxamide FC1(CC(C1)C=1C=CC(=NC1F)[C@@H](NC(=O)[C@H]1N(C[C@@H](C1)F)C(CC=1C(N(C=CC1)CC)=O)=O)C1=CC=CC=C1)F